ClC1=C(C=C(C=C1F)CCC(=O)NC=1C=NN(C1)C1=CC=NC=C1)F 3-(4-Chloro-3,5-difluorophenyl)-N-[1-(pyridin-4-yl)-1H-pyrazol-4-yl]propanamide